CN(CCC(C=CC=C)=C)C 1-dimethylamino-3-methylenehept-4,6-diene